C(C1=CC=CC=C1)O[C@@H]1[C@H]([C@H](OC2=CC=C(C=C2)OC)O[C@@H]([C@H]1O[C@H]1[C@@H](OCC2=CC=CC=C2)[C@@H](O)[C@H](OCC2=CC=CC=C2)[C@H](O1)CO)COCC1=CC=CC=C1)NC(=O)OCC(Cl)(Cl)Cl 4-Methoxyphenyl 3,6-di-O-benzyl-2-deoxy-4-O-(2,4-di-O-benzyl-β-D-mannopyranosyl)2-{[(2,2,2-trichloroethoxy)carbonyl]amino}-β-D-glucopyranoside